ClC1=CC=C(C=C1)C1=CC2=C(N=CN(C2=O)C(CO)CC)C(=N1)C=1C=NN(C1)C 6-(4-Chlorophenyl)-3-(1-hydroxybut-2-yl)-8-(1-methyl-1H-pyrazol-4-yl)pyrido[3,4-d]pyrimidin-4(3H)-one